N-[4-(4-methoxypiperidin-1-yl)phenyl]-5H,6H,7H,8H-pyrido[3,4-d]pyrimidin-2-amine COC1CCN(CC1)C1=CC=C(C=C1)NC=1N=CC2=C(N1)CNCC2